S1CCNC=C1 2,3-dihydro-4H-1,4-thiazine